OC[C@H](/C=C/C1=CC=C(C=C1)C1=CC=C(C=C1)C1C(C1)OC(CO)CO)N1C(=NC=C1)[C@H](C)O 2-(2-(4'-((S,E)-4-hydroxy-3-(2-((S)-1-hydroxyethyl)-1H-imidazol-1-yl)but-1-en-1-yl)-[1,1'-biphenyl]-4-yl)cyclopropyloxy)propane-1,3-diol